Glycidyl methyl Ether COCC1CO1